1-((3-(5-Cyanoindolizin-8-yl)pyridin-4-yl)thio)cyclobutan C(#N)C=1N2C=CC=C2C(=CC1)C=1C=NC=CC1SC1CCC1